COC1=CC=C(CN2C(C(=CC(=C2)C2N(CCC2)CC(N2CCN(CC2)C2=NC=C(C=N2)C(F)(F)F)=O)C(F)(F)F)=O)C=C1 1-(4-methoxybenzyl)-5-(1-(2-oxo-2-(4-(5-(trifluoromethyl)pyrimidin-2-yl)piperazin-1-yl)ethyl)pyrrolidin-2-yl)-3-(trifluoromethyl)pyridin-2(1H)-one